3-(hydroxymethyl)-5-(4-methyl-1-oxo-1,3-dihydroisobenzofuran-5-yl)piperidine-1-carboxylic acid tert-butyl ester C(C)(C)(C)OC(=O)N1CC(CC(C1)C=1C(=C2COC(C2=CC1)=O)C)CO